C(C1=CC(C(=O)OC)=CC=C1)(=O)OC 1,3-dimethyl isophthalate